FC=1C=C(C=CC1F)C1=NN(C2=C3C(=C(C=C12)O)C=CC=C3)C3=CC=CC=C3 3-(3,4-difluorophenyl)-1-phenyl-1H-benzo[g]indazol-5-ol